(1r,2r)-2-{7-fluoro-3-[(5-methoxy-2-methylpyrimidin-4-yl)amino]-1H-indazol-6-yl}-5'-methoxyspiro[cyclopropane-1,3'-indol]-2'(1'H)-one FC=1C(=CC=C2C(=NNC12)NC1=NC(=NC=C1OC)C)[C@@H]1C[C@@]12C(NC1=CC=C(C=C21)OC)=O